tert-butyl 3-(7-bromo-6-chloro-2,8-difluoro-quinazolin-4-yl)-3,8-diazabicyclo[3.2.1]octane-8-carboxylate BrC1=C(C=C2C(=NC(=NC2=C1F)F)N1CC2CCC(C1)N2C(=O)OC(C)(C)C)Cl